5-fluoro-3-((S)-2-(5-(naphthalen-1-yl)-1-oxoisoindolin-2-yl)butanamido)-4-oxopentanoic acid FCC(C(CC(=O)O)NC([C@H](CC)N1C(C2=CC=C(C=C2C1)C1=CC=CC2=CC=CC=C12)=O)=O)=O